2-((1r,4R)-4-ethoxycyclohexylamino)-4-((1R,2R)-2-(hydroxymethyl)cyclopentylamino)pyrimidine-5-carboxamide tert-butyl-4-(bis(4-(1H-pyrazol-1-yl)phenyl)methyl)piperazine-1-carboxylate C(C)(C)(C)OC(=O)N1CCN(CC1)C(C1=CC=C(C=C1)N1N=CC=C1)C1=CC=C(C=C1)N1N=CC=C1.C(C)OC1CCC(CC1)NC1=NC=C(C(=N1)N[C@H]1[C@@H](CCC1)CO)C(=O)N